Trans-1-(2-aminophenyl)-4-methylpiperidin-3-ol NC1=C(C=CC=C1)N1C[C@H]([C@@H](CC1)C)O